trifluoro-1-(2-naphthyl)-1,3-butanedione FC(C(CC(=O)C1=CC2=CC=CC=C2C=C1)=O)(F)F